7-propoxy-4-(o-tolyl)-2H-chromen-2-one C(CC)OC1=CC=C2C(=CC(OC2=C1)=O)C1=C(C=CC=C1)C